C[C@H]1[C@H]([C@H]([C@@H]([C@@H](O1)O[C@@H]2[C@H]([C@H]([C@H](O[C@H]2O[C@@H]3[C@H](OC([C@@H]([C@H]3O)NC(=O)C)O)CO)CO)O)O[C@@H]4[C@@H]([C@H]([C@H]([C@H](O4)CO)O)O)O)O)O)O The molecule is a branched amino tetrasaccharide with a structure consisting of an alpha-galactosyl-(1->3)-beta-galactosyl-(1->4)-N-acetylglucosamine backbone, to the subterminal galactose of which is alpha(1->2)-linked a fucosyl residue. It has a role as an epitope. It is an amino tetrasaccharide and a glucosamine oligosaccharide.